OCC=1C=C(C=C(C1)CO)C=CC=1C=C(C=CC1)CC(CCCCC)(O)C 3-[2-(3,5-bis-hydroxymethyl-phenyl)-vinyl]phenyl-2-methyl-heptan-2-ol